C1(CC1)CN1C(=CC2=CC=C(C=C12)C=1C=C2C=NNC2=CC1)C1=NN2C(C(=CC(=C2)C(=O)N2C[C@@H](C[C@H](C2)F)N)OC)=C1C (3R,5R)-1-{2-[1-(cyclopropylmethyl)-6-(1H-indazol-5-yl)-1H-indol-2-yl]-4-methoxy-3-methylpyrazolo[1,5-a]pyridine-6-carbonyl}-5-fluoropiperidine-3-amine